NC12CC3(CC(CC(C1)C3)C2)C(C)S (3-Aminoadamantan-1-yl)ethanethiol